(3AR,4S,6R,6aS)-6-(6-chloro-2-(propylsulfanyl)-9H-purin-9-yl)-2,2-dimethyltetrahydro-3aH-cyclopenta[d][1,3]dioxol-4-ol ClC1=C2N=CN(C2=NC(=N1)SCCC)[C@@H]1C[C@@H]([C@@H]2[C@H]1OC(O2)(C)C)O